C(C)OC(C(C(C)C)OC1=NN(C=C1)C(=O)OC(C)(C)C)=O tert-butyl 3-((1-ethoxy-3-methyl-1-oxobutan-2-yl)oxy)-1H-pyrazole-1-carboxylate